2-((1-Ethyl-1H-pyrazol-5-yl)amino)-N-(4-phenylpyridin-3-yl)pyrimidine-4-carboxamide C(C)N1N=CC=C1NC1=NC=CC(=N1)C(=O)NC=1C=NC=CC1C1=CC=CC=C1